FC(CN1N=NC2=C1C=C(C=C2)C2=CNC=1N=C(N=C(C12)OC)N[C@@H]1CCC(N(C1)C)=O)F (R)-5-((5-(1-(2,2-difluoroethyl)-1H-benzo[d][1,2,3]triazol-6-yl)-4-methoxy-7H-pyrrolo[2,3-d]pyrimidin-2-yl)amino)-1-methylpiperidin-2-one